CC=1C(=NC(=C(C(=O)O)C1)NC1=C(C=C(C=C1)I)F)C#N methyl-6-cyano-2-((2-fluoro-4-iodophenyl)amino)nicotinic acid